ClC1=CC=C(C=C1)NC=1C=C(C=CC1[C@@H](C(F)(F)F)OCC)[C@@H](CC(=O)O)COC (R)-3-(3-((4-chlorophenyl)amino)-4-((S)-1-ethoxy-2,2,2-trifluoroethyl)phenyl)-4-methoxybutanoic acid